(2R,3S,5R)-5-(6-amino-2-fluoro-9H-purin-9-yl)-2-((decanoyloxy)methyl)-2-ethynyltetrahydrofuran-3-yl decanoate C(CCCCCCCCC)(=O)O[C@@H]1[C@@](O[C@H](C1)N1C2=NC(=NC(=C2N=C1)N)F)(C#C)COC(CCCCCCCCC)=O